C(C)(C)(C)OC(=O)N1CC(C1)C(C)O 3-(1-hydroxyethyl)azetidine-1-carboxylic acid tert-butyl ester